[3-[(2S)-2-(trifluoromethylsulfonylamino)propoxy]-1-naphthyl]methylammonium chloride [Cl-].FC(S(=O)(=O)N[C@H](COC=1C=C(C2=CC=CC=C2C1)C[NH3+])C)(F)F